ClC1=CC(=C(C(=O)NC2=C(C=C(C(=C2)Cl)C(C#N)C2=CC=C(C=C2)Cl)C)C=C1)O 4-chloro-N-(5-chloro-4-((4-chlorophenyl)(cyano)methyl)-2-methylphenyl)-2-hydroxybenzamide